6-chloro-4-((3-methoxy-6-methyl-4-(2-methyl-2H-1,2,3-triazol-4-yl)pyridin-2-yl)amino)-N-(methyl-d3)pyridazine-3-carboxamide ClC1=CC(=C(N=N1)C(=O)NC([2H])([2H])[2H])NC1=NC(=CC(=C1OC)C1=NN(N=C1)C)C